BrC1=CC=C(C(=C1C1CCN(CC1)C(=O)OC(C)(C)C)C)F tert-butyl 4-(6-bromo-3-fluoro-2-methylphenyl)piperidine-1-carboxylate